N-(5-CYANO-6-(2H-1,2,3-TRIAZOL-2-YL)PYRIDIN-3-YL)-3-(1-METHYLAZETIDIN-3-YL)-4-(TRIFLUOROMETHYL)ISOTHIAZOLE-5-CARBOXAMIDE C(#N)C=1C=C(C=NC1N1N=CC=N1)NC(=O)C1=C(C(=NS1)C1CN(C1)C)C(F)(F)F